(2R,4R)-N-((S)-1-(((3-chloro-1-methyl-1H-pyrrolo[2,3-b]pyridin-5-yl)methyl)amino)-1-oxopropan-2-yl)-4-phenylpyrrolidine-2-carboxamide dihydrochloride Cl.Cl.ClC1=CN(C2=NC=C(C=C21)CNC([C@H](C)NC(=O)[C@@H]2NC[C@H](C2)C2=CC=CC=C2)=O)C